C(CCC(=O)[O-])(=O)[O-].[N+](=O)([O-])C1=C(C=CC=C1)N1C(=CC=C1)/C=C/C=[N+]=C(NN)N.[N+](=O)([O-])C1=C(C=CC=C1)N1C(=CC=C1)/C=C/C=[N+]=C(NN)N (E)-N-trans-{3-[1-(2-nitrophenyl)-1H-pyrrol-2-yl]-allylidene}-aminoguanidinium succinate